C[C@H]1NC2=CC=CC=C2C1 (R)-2-methylindoline